FC=1C(=C(OC2=NC=C(C(=C2C=2NC3=CC=NC(=C3C(C2)=O)NC)C)C(F)(F)F)C=CC1F)C 2-[2-(3,4-difluoro-2-methyl-phenoxy)-4-methyl-5-(trifluoromethyl)-3-pyridinyl]-5-(methylamino)-1H-1,6-naphthyridin-4-one